C(C1=CC=CC=C1)OC=1C=NC=CC1C1=C(C=2C(NCCC2N1)=O)NC1=C(C(=CC=C1)F)C 2-[3-(benzyloxy)pyridin-4-yl]-3-[(3-fluoro-2-methylphenyl)amino]-1H,5H,6H,7H-pyrrolo[3,2-c]pyridin-4-one